((1R,2R)-2-((E)-PROP-1-EN-1-YL)CYCLOPROPYL)METHANOL C(=C\C)/[C@@H]1[C@@H](C1)CO